methyl-3-(1-methyl-1H-imidazol-4-yl)-4-(3-(trifluoromethyl)phenoxy)benzenesulfonamide CC1=C(C=CC(=C1C=1N=CN(C1)C)OC1=CC(=CC=C1)C(F)(F)F)S(=O)(=O)N